NC1=NC2=CC=C(C=C2C=C1C)C(=O)N([C@H](C)C1=NC=CC=C1F)CC1=NC=C(C=C1)C#N 2-amino-N-((5-cyano-2-pyridinyl)methyl)-N-((1R)-1-(3-fluoro-2-pyridinyl)ethyl)-3-methyl-6-quinolinecarboxamide